C(CCCCCCCCCCCCCCCCCCCCCCCCCCC)(=O)OCC(O)CO glycerol monomontanate